6-methyl-4-[(1-methylcyclopropyl)amino]-N-(6-methylpyrazin-2-yl)furo[2,3-d]pyrimidine-5-carboxamide CC1=C(C2=C(N=CN=C2NC2(CC2)C)O1)C(=O)NC1=NC(=CN=C1)C